Cl.NC(CC(=O)O)C(=O)N[C@H](C(=O)OCOC(=O)OC(C)C)CC1=CC=CC=C1 3-amino-4-(((S)-1-(((isopropoxycarbonyl)oxy)methoxy)-1-oxo-3-phenylpropan-2-yl)amino)-4-oxobutyric acid hydrochloride